CN[C@@H](C[SeH])C(=O)O methyl-selenocysteine